C(C)OC(CC(C1=C(C2=C(N(N=N2)C)C(=C1)C)C)C=1C=C2CCCC2=C(C1)CO)=O 3-[7-(Hydroxymethyl)-2,3-dihydro-1H-inden-5-yl]-3-(1,4,7-trimethyl-1H-benzotriazol-5-yl)propionic acid ethyl ester